FC1(CC(CC1)C(=O)N1C[C@H]([C@H](C1)F)NC(C1=CC=C(C=C1)F)=O)F N-[(3R,4S)-1-(3,3-difluorocyclopentanecarbonyl)-4-fluoropyrrolidin-3-yl]-4-fluorobenzamide